C(CC1=CC=CC=C1)C=1C=C2C(=CC(=NC2=CC1)C=O)C1=CC=CC=C1 6-phenethyl-4-phenylquinoline-2-formaldehyde